3,5-di-O-benzoyl-2-deoxy-2-fluoro-α-D-ribofuranosyl chloride C(C1=CC=CC=C1)(=O)O[C@H]1[C@H]([C@H](O[C@@H]1COC(C1=CC=CC=C1)=O)Cl)F